(2-Chlorotrityl) (R)-4-(((S)-1-amino-4-methylpentan-2-yl)(methyl)amino)-3-methyl-4-oxobutanoate NC[C@H](CC(C)C)N(C([C@@H](CC(=O)OC(C1=C(C=CC=C1)Cl)(C1=CC=CC=C1)C1=CC=CC=C1)C)=O)C